methyl 2-(2,3-difluoro-4-(trifluoromethyl) phenyl)-2-cyanoacetate FC1=C(C=CC(=C1F)C(F)(F)F)C(C(=O)OC)C#N